N(=C=O)C1CC(CC(C1)C(C)C)N=C=O 1,3-diisocyanato-5-isopropylcyclohexane